1-(azetidin-3-yl)-4-fluoro-1H-pyrazole N1CC(C1)N1N=CC(=C1)F